CC(C)C1=C(C(=O)C2=C(C1=O)[C@@]3(C[C@@H]4[C@](C2)(O3)CCCC4(C)C)O)OC The molecule is a tetracyclic diterpenoid isolated from Dracocephalum komarovii and has been shown to exhibit trypanocidal activity. It has a role as a metabolite and a trypanocidal drug. It is a tetracyclic diterpenoid, a bridged compound, a lactol and a member of p-quinones.